N-[6-(2,2-difluoroethoxy)-5-fluoro-2-methoxy-3-pyridyl]-6-methyl-6,7-dihydro-4H-pyrazolo[5,1-c][1,4]oxazine-3-sulfonamide FC(COC1=C(C=C(C(=N1)OC)NS(=O)(=O)C=1C=NN2C1COC(C2)C)F)F